(R)-(4-chloro-2-(2-hydroxypropan-2-yl)oxazol-5-yl)(4-(4-chloropyrazolo[1,5-a]pyridin-2-yl)-6,7-dihydro-1H-imidazo[4,5-c]pyridin-5(4H)-yl)methanone ClC=1N=C(OC1C(=O)N1[C@H](C2=C(CC1)NC=N2)C2=NN1C(C(=CC=C1)Cl)=C2)C(C)(C)O